3,5-dimethyl-hexadecan-3-ol CC(CC)(CC(CCCCCCCCCCC)C)O